Tert-butyl 2-chloro-8-thiomorpholino-7,8-dihydro-1,6-naphthyridin-6(5H)-carboxylate ClC1=NC=2C(CN(CC2C=C1)C(=O)OC(C)(C)C)N1CCSCC1